2-amino-2,4-dimethylpentan-1-ol NC(CO)(CC(C)C)C